3-(4-(trifluoromethyl)-1-((2-(trimethylsilyl)ethoxy)methyl)-1H-pyrazol-3-yl)pyridine FC(C=1C(=NN(C1)COCC[Si](C)(C)C)C=1C=NC=CC1)(F)F